2-(oxan-4-yl)pyridine-3-carboxylic acid O1CCC(CC1)C1=NC=CC=C1C(=O)O